methoxy-2'-methylenespiro[cyclopropane-1,3'-indole]-1'-carboxylic acid tert-butyl ester C(C)(C)(C)OC(=O)N1C(C2(C3=C(C=CC=C13)OC)CC2)=C